(E)-9-Methyl-2-decenal CC(CCCCC/C=C/C=O)C